C(C)[C@@H]1N(C2=CC=C(C=C2[C@@H]([C@H]1C)NC1=CC=CC=C1)N1CCOCC1)C(C)=O ((2S,3R,4R)-2-ethyl-3-methyl-6-morpholino-4-(phenylamino)-3,4-dihydroquinolin-1(2H)-yl)ethanone